N1=C(C=CC=C1)C=1C=NC(=NC1)NC1=CC(=CC=C1)C=1NC=2C(=NC=C(C2)C(F)(F)F)N1 5-(pyridin-2-yl)-N-(3-(6-(trifluoromethyl)-1H-imidazo[4,5-b]pyridin-2-yl)phenyl)pyrimidin-2-amine